C(=CCC)P(O)(=O)C1CCC1 butenyl-cyclobutyl-phosphinic acid